IC1=CC=C(O1)C=O 5-iodo-2-furancarboxaldehyde